3-Bromo-4-methyl-5-phenylpyridine BrC=1C=NC=C(C1C)C1=CC=CC=C1